5-(3-fluoro-2-pyridyl)-1H-pyrrole-3-sulfonyl chloride FC=1C(=NC=CC1)C1=CC(=CN1)S(=O)(=O)Cl